6-cyclobutoxy-4-(3-(4-(cyclopropanecarbonyl)-6,6-difluoro-1,4-diazepane-1-carbonyl)-4-fluorobenzyl)phthalazin-1(2H)-one C1(CCC1)OC=1C=C2C(=NNC(C2=CC1)=O)CC1=CC(=C(C=C1)F)C(=O)N1CCN(CC(C1)(F)F)C(=O)C1CC1